CN1N=NC(=C1NC(O[C@H](C)C=1C(=NC=C(C1)F)F)=O)C1=NC=C(C=C1)C(NC1=CC=C(C=C1)C1=CC=NC=C1)=O (R)-1-(2,5-difluoro-pyridin-3-yl)ethyl (1-methyl-4-(5-((4-(pyridin-4-yl)phenyl)carbamoyl)pyridin-2-yl)-1H-1,2,3-triazol-5-yl)carbamate